C1=CC=CC2=CC3=CC=CC=C3C(=C12)C[C@H](N)C(=O)O 3-(9-anthracenyl)-alanine